ClC1=C(C=CC=C1)C1=NC2=C(CN(CC2)C2CC3=CC(=CC=C3CC2)C2COC2)N1C 2-(2-chlorophenyl)-3-methyl-5-(7-(oxetan-3-yl)-1,2,3,4-tetrahydronaphthalen-2-yl)-4,5,6,7-tetrahydro-3H-imidazo[4,5-c]pyridine